(S)-1,6-dioxaspiro[4.4]nonane O1CCCC12OCCC2